1',2',4,5-tetrahydro-2H-spiro[furan-3,3'-pyrrolo[3,2-b]pyridine]-5'-carbonitrile N1CC2(C3=NC(=CC=C31)C#N)COCC2